(E)-4-cyclopentyl-2-isopropoxy-N-(3-(methylsulfonyl)allyl)benzamide C1(CCCC1)C1=CC(=C(C(=O)NC\C=C\S(=O)(=O)C)C=C1)OC(C)C